N1CC(C1)OC1=C(C=C2C(=NC(=NC2=C1)C)N[C@H](C)C=1C(=C(C=CC1)C(C(C)(O)C)(F)F)F)OCCOC (R)-1-(3-(1-((7-(azetidin-3-yloxy)-6-(2-methoxyethoxy)-2-methyl-Quinazolin-4-yl)amino)ethyl)-2-fluorophenyl)-1,1-difluoro-2-methylpropan-2-ol